[Si](C1=CC=CC=C1)(C1=CC=CC=C1)(C(C)(C)C)OCC12CN(C(C1)(C2)CN(C)C2=C1C=CN=C(C1=CC=C2)NCC2=C(C=C(C=C2)OC)OC)C(=O)OC(C)(C)C tert-butyl 4-[[tert-butyl(diphenyl)silyl]oxymethyl]-1-[[[1-[(2,4-dimethoxyphenyl)methylamino]-5-isoquinolyl]-methyl-amino]methyl]-2-azabicyclo[2.1.1]hexane-2-carboxylate